methyl 4-{[(1S,3R)-3-(4-methoxybenzamido)cyclohexyl]amino}-2-(trifluoromethyl)quinoline-8-carboxylate COC1=CC=C(C(=O)N[C@H]2C[C@H](CCC2)NC2=CC(=NC3=C(C=CC=C23)C(=O)OC)C(F)(F)F)C=C1